C(=O)(O)[C@H](CC(=O)N1CC2=NC(=CC=C2C1)OC)C 6-((S)-3-carboxybutanoyl)-2-methoxy-6,7-dihydro-5H-pyrrolo[3,4-b]pyridin